FC=1C=C(N)C=CC1N1CCC2(OCCO2)CC1 3-fluoro-4-(1,4-dioxa-8-azaspiro[4.5]decan-8-yl)aniline